FC1=C(COC2=CC3=C(N(N=C3C=C2)C)C(=O)OC)C=CC=C1 methyl 5-((2-fluorobenzyl) oxy)-2-methyl-2H-indazole-3-carboxylate